ClC1=C(C=CC=C1)NCCNC(OC(C)(C)C)=O tert-butyl (2-((2-chlorophenyl) amino)ethyl)carbamate